[14C](CCCCCCCCCCCCCCC)(=O)SCCNC(CCNC([C@@H](C(COP(OP(OC[C@@H]1[C@H]([C@H]([C@@H](O1)N1C=NC=2C(N)=NC=NC12)O)OP(=O)(O)O)(=O)O)(=O)O)(C)C)O)=O)=O (1-14C)palmitoyl-CoA